O=C1NC(CCC1N1C(C2=C3C(C(=CC=C13)NC(C1=CC=C(C=C1)CN1CCCCC1)=O)=CC=C2)=O)=O N-(1-(2,6-dioxopiperidin-3-yl)-2-oxo-1,2-dihydrobenzo[cd]indol-6-yl)-4-(piperidin-1-ylmethyl)benzamide